[Si](C1=CC=CC=C1)(C1=CC=CC=C1)(C(C)(C)C)OCC1CNCCC1 3-(((Tert-butyldiphenylsilyl)oxy)methyl)-piperidin